FC1=CC=C(C=N1)C=O D-6-fluoropyridine-3-carbaldehyde